C(C1=CC=CC=C1)O[C@@H]1[C@H]([C@@H](O[C@@H]([C@@H]1OCC1=CC=CC=C1)COCC1=CC=CC=C1)OC)O (2R,3R,4R,5S,6R)-4,5-bis(benzyloxy)-6-((benzyloxy)methyl)-2-methoxytetrahydro-2H-pyran-3-ol